ClC1=C(C=CC=C1)[C@]1(C(CCCC1)=O)CNC(OCOC([C@H](C(C)C)NC(C)=O)=O)=O ((S)-2-acetamido-3-methylbutanoyloxy)methyl (S)-1-(2-chlorophenyl)-2-oxocyclohexylmethylcarbamate